C(CCCCC(=O)OC(CC1OCC1(CC)OC)CC1OCC1(OC)CC)(=O)OC(CC1OCC1(CC)OC)CC1OCC1(OC)CC bis(1,3-bis(3-methoxy-3-ethyloxetanyl)2-propyl) adipate